2,5-dihexyl-1,4-dibromobenzene C(CCCCC)C1=C(C=C(C(=C1)Br)CCCCCC)Br